C(C=C)(=O)N1C(CN(CC1)C1=NC(=NC=2CC(CCC12)N1CCCC2=CC=CC(=C12)F)OCC1N(CCC1)C)CC#N 2-(1-acryloyl-4-(7-(8-fluoro-3,4-dihydroquinolin-1(2H)-yl)-2-((1-methylpyrrolidin-2-yl)methoxy)-5,6,7,8-tetrahydroquinazolin-4-yl)piperazin-2-yl)acetonitrile